2-(6-(cyclopropylmethoxy)-5-(3-methoxyazetidin-1-yl)pyridinamido)-2-ethylbutanoic acid C1(CC1)COC1=C(C=CC(=N1)C(=O)NC(C(=O)O)(CC)CC)N1CC(C1)OC